CC1=C(C=CC(=C1)C)S(=O)(=O)C=1N=NN2C1NC(C1=CC=C(C=C21)N2[C@@H](CN[C@H](C2)C)C)=O (2,4-dimethylbenzenesulfonyl)-8-[(2R,5S)-2,5-dimethylpiperazin-1-yl]-4H,5H-[1,2,3]triazolo[1,5-a]quinazolin-5-one